C1(CC1)CN1C(=CC2=CC(=CC(=C12)C1CCN(CC1)C(=O)C1CCC(CC1)O)F)C1=NN2C(C=CC(=C2)C(=O)O)=C1C 2-(1-(Cyclopropylmethyl)-5-fluoro-7-(1-((1r,4r)-4-hydroxycyclohexane-1-carbonyl)piperidin-4-yl)-1H-indol-2-yl)-3-methylpyrazolo[1,5-a]pyridine-6-carboxylic acid